FC1=C(C=CC(=C1F)NCC1=C(C=CC=C1CN1CCCC1)F)S(=O)(=O)NC1=NOC=C1 2,3-difluoro-4-((2-fluoro-6-(pyrrolidin-1-ylmethyl)benzyl)amino)-N-(isoxazol-3-yl)benzenesulfonamide